C1(=CC=CC=C1)C1=NNC=C1N1C(C(C(C(C1([2H])[2H])([2H])[2H])([2H])[2H])([2H])[2H])([2H])[2H] 3-phenyl-4-((2H10)Piperidin-1-yl)-1H-pyrazol